2-[6-[5-(6-methyl-2-pyridyl)-1H-imidazol-4-yl]-3-quinolyl]-4,5,6,7-tetrahydrothiazolo[5,4-c]pyridine CC1=CC=CC(=N1)C1=C(N=CN1)C=1C=C2C=C(C=NC2=CC1)C=1SC=2CNCCC2N1